9-(2,2-dimethyl-propionylamino)-3-(4-fluoro-benzoyl)-1,1-dimethyl-1,2,3,6-tetrahydro-azepino[4,5-b]indole-5-carboxylic acid ethyl ester C(C)OC(=O)C1=CN(CC(C2=C1NC=1C=CC(=CC21)NC(C(C)(C)C)=O)(C)C)C(C2=CC=C(C=C2)F)=O